C[C@@H]1N(CC[C@@H](C1)N(C=1N=NC(=CC1)C=1C=CC(=C2C=NNC12)N1N=CC=C1)C)C(=O)OC(C)(C)C (cis)-tert-butyl (2S,4S)-2-methyl-4-[methyl([6-[4-(pyrazol-1-yl)-1H-indazol-7-yl]pyridazin-3-yl])amino]piperidine-1-carboxylate